(3s,4s)-4-[(5-chloro-4-iodopyridin-2-yl)amino]-1-(methylsulfonyl)piperidin-3-ol ClC=1C(=CC(=NC1)N[C@@H]1[C@H](CN(CC1)S(=O)(=O)C)O)I